tert-butyl [1-(5-bromo-2-pyrimidinyl)-3-azetidinyl]carbamate BrC=1C=NC(=NC1)N1CC(C1)NC(OC(C)(C)C)=O